OCC1=CC=C(N1)C=O 5-(hydroxymethyl)pyrrole-2-carbaldehyde